C(C)(C)(C)OC(=O)N1CC2(C=3C1=NC=CC3Cl)CCCC2 1'-(tert-butoxycarbonyl)-4'-chloro-1',2'-dihydrospiro[cyclopentane-1,3'-pyrrolo[2,3-b]pyridin]